8-chloro-7-(2-fluoro-5-hydroxy-phenyl)-9-(trifluoromethyl)-5H-pyrimido[1,2-a][1,4]benzodiazepine-3-One ClC1=C(C=CC2=C1C(=NCC=1N2C=CC(N1)=O)C1=C(C=CC(=C1)O)F)C(F)(F)F